6-(cyclopropanecarboxamido)-N-methylpyridazine-3-carboxamide C1(CC1)C(=O)NC1=CC=C(N=N1)C(=O)NC